2-(3,4-dimethoxyphenyl)-3-ethyl-5-{[5-(propan-2-yl)-octahydropyrrolo[3,4-c]pyrrol-2-yl]methyl}-1H-indole COC=1C=C(C=CC1OC)C=1NC2=CC=C(C=C2C1CC)CN1CC2CN(CC2C1)C(C)C